C(C)OC(NC(=O)C1=NN(C=C1C1=C(C=CC=C1)C)C=1C=NC=CC1)=O 1-(pyridin-3-yl)-4-(2-methylphenyl)-1H-pyrazole-3-carbonyl-carbamic acid ethyl ester